4-(pentafluoro-λ6-sulfanyl)-N-[trans-4-{4-[3-(propan-2-yl)-[1,2,4]triazolo[4,3-a]pyridin-6-yl]benzenesulfonyl}cyclohexyl]aniline FS(C1=CC=C(N[C@@H]2CC[C@H](CC2)S(=O)(=O)C2=CC=C(C=C2)C=2C=CC=3N(C2)C(=NN3)C(C)C)C=C1)(F)(F)(F)F